N-[(2S)-1-[4-ethylpiperazin-1-yl]-5-[[(1R,2S)-2-(4-fluorophenyl)cyclopropyl]amino]-1-oxopentan-2-yl]-4-fluorobenzamide C(C)N1CCN(CC1)C([C@H](CCCN[C@H]1[C@@H](C1)C1=CC=C(C=C1)F)NC(C1=CC=C(C=C1)F)=O)=O